acrylic acid (acrylate) C(C=C)(=O)O.C(C=C)(=O)O